6-(benzo1,3-dioxanyl)-4-(3-methoxyphenyl)-pyrimidineamide-1-d O1C(OCC2=C1C=CC=C2)C2=CC(=NC(N2[2H])C(=O)N)C2=CC(=CC=C2)OC